(2R,3S)-2-(tert-butoxycarbonylamino)-3-methoxy-butyric acid C(C)(C)(C)OC(=O)N[C@@H](C(=O)O)[C@H](C)OC